NCCNC(OCCCC)=O butyl (2-aminoethyl)carbamate